2-Cyclopropyl-N-(3-hydroxy-4,4-dimethyl-pentyl)-4-methyl-6-morpholin-4-yl-pyridine-3-carboxylic acid amide C1(CC1)C1=NC(=CC(=C1C(=O)NCCC(C(C)(C)C)O)C)N1CCOCC1